OCC1CCC(CC1)N1C=CC2=C(C=CC=C12)N1C(NC(CC1)=O)=O 1-(1-((1r,4r)-4-(hydroxymethyl)cyclohexyl)-1H-indol-4-yl)dihydropyrimidine-2,4(1H,3H)-dione